FC(C(=O)N1CC(=CC1)C=1C=CC=2N=CN=C(C2N1)NC1=CC(=C(C=C1)OC1=CC2=C(N(N=N2)C)C=C1)C)=C 2-fluoro-1-(3-(4-((3-methyl-4-((1-methyl-1H-benzo[d][1,2,3]triazol-5-yl)oxy)phenyl)amino)pyrido[3,2-d]pyrimidin-6-yl)-2,5-dihydro-1H-pyrrol-1-yl)prop-2-en-1-one